(S)-(2,7-dimethyl-3-(1-methyl-3-(trifluoromethyl)-1H-pyrazol-5-yl)-2,4,5,7-tetrahydro-6H-pyrazolo[3,4-c]pyridin-6-yl)(4-fluoropyrazolo[1,5-a]pyridin-3-yl)methanone CN1N=C2[C@@H](N(CCC2=C1C1=CC(=NN1C)C(F)(F)F)C(=O)C=1C=NN2C1C(=CC=C2)F)C